1-butyl-2,3-dimethyl-imidazole thiocyanate [S-]C#N.C(CCC)N1C(N(C=C1)C)C